N[C@@H]1CCCNC1 (2S,5R)-5-aminotetrahydro-2H-pyridine